C12CCCC(CC1)N2C(CN2C(C1=CC(=CC=C1C2)C2=NC(=NC=C2Cl)NC2CCOCC2)=O)=O 2-(2-{8-azabicyclo[3.2.1]octan-8-yl}-2-oxoethyl)-6-{5-chloro-2-[(oxan-4-yl)amino]pyrimidin-4-yl}-2,3-dihydro-1H-isoindol-1-one